5-ethynyl-6-fluoro-2-cyclopropylbenzo[d]oxazole C(#C)C=1C(=CC2=C(N=C(O2)C2CC2)C1)F